ClC1=NC(=CC(=N1)C(C)(F)F)C 2-chloro-4-(1,1-difluoroethyl)-6-methylpyrimidin